N-[(1R,3S)-3-{[3,5-bis(trifluoromethyl)phenyl]amino}cyclohexyl]-4-methoxybenzamide FC(C=1C=C(C=C(C1)C(F)(F)F)N[C@@H]1C[C@@H](CCC1)NC(C1=CC=C(C=C1)OC)=O)(F)F